ClCC1=NC2=C(N1C[C@H]1OCCC1)C=C(C=C2F)C(=O)OC methyl (S)-2-(chloromethyl)-4-fluoro-1-((tetrahydrofuran-2-yl)methyl)-1H-benzo[d]imidazole-6-carboxylate